CN1CCN(CC1)C=1C=CC(=NC1)N 5-(4-methylpiperazin-1-yl)pyridine-2-amine